CN1N=CC=C1C=1C=C(SC1)C=O 4-(1-methyl-1H-pyrazol-5-yl)thiophene-2-carbaldehyde